(2S)-2-methyl-1-(2-pyridylmethyl)piperazine hydrochloride Cl.C[C@@H]1N(CCNC1)CC1=NC=CC=C1